4-(5-(3,5-dimethylisoxazol-4-yl)-1-(4-methylpyridin-3-yl)-1H-pyrrolo[2,3-b]pyridin-3-yl)-3-(trifluoromethoxy)benzoic acid CC1=NOC(=C1C=1C=C2C(=NC1)N(C=C2C2=C(C=C(C(=O)O)C=C2)OC(F)(F)F)C=2C=NC=CC2C)C